CN(CCOC1=CC=C(C(=O)NCC2COC3=C(O2)C(=CC=C3)C3=NC=CC(=C3)OC)C=C1)C 4-(2-Dimethylamino-ethoxy)-N-[8-(4-methoxy-pyridin-2-yl)-2,3-dihydro-benzo[1,4]dioxin-2-ylmethyl]-benzamide